4-Amino-1-[(1'r,3's,4'r)-3'-benzyloxy-4'-(benzyloxymethyl)cyclopentyl]-1H-[1,3,5]triazin-2-one NC1=NC(N(C=N1)C1CC(C(C1)COCC1=CC=CC=C1)OCC1=CC=CC=C1)=O